Cl.Cl.FC1=C(C=CC(=C1)[C@@H]1NCCC1)C=1N=C2N(C3=C(N2C)C=C(C=C3)C(=O)NCCCN3CCC(CC3)F)C1 (R)-2-(2-fluoro-4-(pyrrolidin-2-yl)phenyl)-N-(3-(4-fluoropiperidin-1-yl)propyl)-9-methyl-9H-benzo[d]imidazo[1,2-a]imidazole-7-carboxamide dihydrochloride